3-bromo-4-aminophenylboronic acid methyl-iminodiacetate COC(CNCC(=O)O)=O.BrC=1C=C(C=CC1N)B(O)O